3-((3-((2-(4-((1-(4-((1R,2S)-6-hydroxy-2-phenyl-1,2,3,4-tetrahydronaphthalen-1-yl)phenyl)piperidin-4-yl)methyl)piperazin-1-yl)-2-oxoethyl)amino)phenyl)amino)piperidine-2,6-dione OC=1C=C2CC[C@@H]([C@@H](C2=CC1)C1=CC=C(C=C1)N1CCC(CC1)CN1CCN(CC1)C(CNC=1C=C(C=CC1)NC1C(NC(CC1)=O)=O)=O)C1=CC=CC=C1